C1(=CC=CC=C1)N1C=NC(=C1)C1=CC=CC=C1 1,4-diphenyl-1H-imidazole